2-phenyl-propionamide C1(=CC=CC=C1)C(C(=O)N)C